N-(4-(2-((7-amino-2-(furan-2-yl)-[1,2,4]triazolo[1,5-a][1,3,5]triazin-5-yl)amino)ethyl)-phenyl)-2-hydroxy-2-methylpropanamide NC1=NC(=NC=2N1N=C(N2)C=2OC=CC2)NCCC2=CC=C(C=C2)NC(C(C)(C)O)=O